tert-butyl (R)-2-methyl-4-[4-[3-methyl-4-(1-methylbenzotriazol-5-yl)oxy-anilino]pyrimido[5,4-d]pyrimidin-6-yl]piperazine-1-carboxylate C[C@H]1N(CCN(C1)C=1N=CC=2N=CN=C(C2N1)NC1=CC(=C(C=C1)OC1=CC2=C(N(N=N2)C)C=C1)C)C(=O)OC(C)(C)C